BrC1=C(NC2=NSC=3C2=NC(=CN3)C=NC(C(=O)O)C)C=CC=C1C1=CC3=C(OCCO3)C=C1 2-((3-(2-bromo-3-(1,4-benzodioxan-6-yl)anilino)isothiazolo[4,5-b]pyrazin-5-ylmethylene)amino)-propionic acid